C1(=CC=CC=C1)C1=NC=CC=C1C1=NN2C(C=CC=C2)=N1 2-Phenylpyridin-3-yl-[1,2,4]triazolo[1,5-a]pyridin